CP(CCCCCCC)CCCCCCC methyl-bis-(1-heptyl)phosphine